N-(2,3-dichlorophenyl)-N-hydroxybenzoamide ClC1=C(C=CC=C1Cl)N(C(C1=CC=CC=C1)=O)O